tetraethylammonium prolinate N1[C@@H](CCC1)C(=O)[O-].C(C)[N+](CC)(CC)CC